1-Methylpyrazolidin-3,5-dion CN1NC(CC1=O)=O